(9-(4-fluorophenyl)-6-oxaspiro[4.5]dec-8-en-8-yl)ethylamine FC1=CC=C(C=C1)C1=C(COC2(CCCC2)C1)CCN